C(=C)C=1C=C2C(OC(C2=CC1)=O)=O 5-ethenyl-1,3-isobenzofurandione